1,2,3-trichloronaphthalene ClC1=C(C(=CC2=CC=CC=C12)Cl)Cl